hexatriacontanic acid C(CCCCCCCCCCCCCCCCCCCCCCCCCCCCCCCCCCC)(=O)O